N'-ethylsulfonyl-(3,7-dimethyl-octa-2,6-dienyl)-ethane-1,2-diamine C(C)S(=O)(=O)NCC(N)CC=C(CCC=C(C)C)C